(3S)-3-{6-ethyl-5-methyl-2-[trans-4-(trifluoromethyl)cyclohexyl]pyrazolo[1,5-a]pyrimidin-7-yl}piperidine C(C)C=1C(=NC=2N(C1[C@@H]1CNCCC1)N=C(C2)[C@@H]2CC[C@H](CC2)C(F)(F)F)C